oxoferrocene O=[Fe+2].[CH-]1C=CC=C1.[CH-]1C=CC=C1